CN(C(=N)N)N=O methyl-N-nitrosoguanidine